γ-(phenylamino)propyltrimethoxysilane C1(=CC=CC=C1)NCCC[Si](OC)(OC)OC